NC1=NC2=C(N1C)C=CC(=C2)C(=O)N([C@H](C)C2=NC=CC=N2)CC2=NC=C(C=C2)Br (R)-2-amino-N-((5-bromopyridin-2-yl)methyl)-1-methyl-N-(1-(pyrimidin-2-yl)ethyl)-1H-benzo[d]imidazole-5-carboxamide